FC1(CC(C1)(CC1=NN=CN1C)C=1C=C(C=CC1)N1CC2=C(C=C(C=C2C1=O)C=O)C(F)(F)F)F 2-(3-(3,3-difluoro-1-((4-methyl-4H-1,2,4-triazol-3-yl)methyl)cyclobutyl)phenyl)-3-oxo-7-(trifluoromethyl)isoindoline-5-carbaldehyde